BORON ZINC OXIDE [O-2].[Zn+2].[B+3]